CN1CCN(CC1)C(C1=CC=NC=C1)C1=NN=NN1CCC1=CC=CC=C1 1-methyl-4-((1-phenethyl-1H-tetrazol-5-yl)(pyridin-4-yl)methyl)piperazine